(1S,2S,3S)-N-(8-amino-7-fluoro-6-(4-methylpyridin-3-yl)isoquinolin-3-yl)-2-methyl-3-(1-methyl-1H-pyrazol-4-yl)cyclopropanecarboxamide Diethyl-6-azidohexylphosphoramidate C(C)C(CCCCCNP(O)(O)=O)(N=[N+]=[N-])CC.NC=1C(=C(C=C2C=C(N=CC12)NC(=O)[C@H]1[C@H]([C@@H]1C=1C=NN(C1)C)C)C=1C=NC=CC1C)F